C(C)OC1=NC(=CC(=N1)Cl)Cl 2-ethoxy-4,6-dichloropyrimidine